FC(C[C@@H](C(=O)N)C1=CC=C(C=C1)F)F |r| (rac)-4,4-difluoro-2-(4-fluorophenyl)butanamide